tert-butyl (4-(3,4-difluorophenyl)thiazol-2-yl)carbamate FC=1C=C(C=CC1F)C=1N=C(SC1)NC(OC(C)(C)C)=O